C(C1=CC=CC=C1)OC(=O)N[C@H](C(=O)OCC1=CC=CC=C1)CCS(=O)(=N)CC[C@@H](C(F)(F)F)O benzyl (2s)-2-(((benzyloxy)carbonyl)amino)-4-((3s)-4,4,4-trifluoro-3-hydroxybutylsulfonimidoyl)butanoate